N-(4-(5-(2-(6,6-Difluoro-3-azabicyclo[3.1.0]hexan-3-yl)-6-methylpyrimidin-4-yl)-1,3,4-oxadiazol-2-yl)-3-(6-azaspiro[2.5]octan-6-yl)phenyl)-2-hydroxyethane-1-sulfonamide FC1(C2CN(CC12)C1=NC(=CC(=N1)C1=NN=C(O1)C1=C(C=C(C=C1)NS(=O)(=O)CCO)N1CCC2(CC2)CC1)C)F